2-(2,6-dimethylpyridin-4-yl)-3-isopropyl-5-(1-((1-methyl-1H-pyrazol-5-yl)methyl)piperidin-4-yl)-1H-indole CC1=NC(=CC(=C1)C=1NC2=CC=C(C=C2C1C(C)C)C1CCN(CC1)CC1=CC=NN1C)C